C(C)(C)(C)OC(=O)N1CCC(CC1)(O)CN1C=C(C(=CC1=O)C1=CC=CC=C1)C(=O)O 1-((1-(tert-butoxycarbonyl)-4-hydroxypiperidin-4-yl)methyl)-6-oxo-4-phenyl-1,6-dihydropyridine-3-carboxylic acid